1,2,3,6-Tetrahydro-1-methyl-2,6-dioxo-5-pyrimidinecarboxylic acid CN1C(NC=C(C1=O)C(=O)O)=O